CN1N=C(C=C1)NC(=O)C1=C(CN(N(C1=O)C(=O)NCCC)C1=CC=C(C=C1)C#N)O N5-(1-methyl-1H-pyrazol-3-yl)N1-propyl-4-hydroxy-6-oxo-2-(4-cyanophenyl)-2,3-dihydropyridazine-1,5(6H)-dicarboxamide